3-[2-[4-methyl-3-(trifluoromethoxy)phenoxy]-4-pyridyl]-1,3-diazaspiro[4.5]decane-2,4-dione CC1=C(C=C(OC2=NC=CC(=C2)N2C(NC3(C2=O)CCCCC3)=O)C=C1)OC(F)(F)F